1-((2-(((1R,5S,6r)-3-oxabicyclo[3.1.0]hexan-6-yl)amino)pyridin-4-yl)methyl)-5,5-dimethyl-3-(1,3,3-trimethylindolin-6-yl)imidazolidine-2,4-dione [C@H]12COC[C@@H]2C1NC1=NC=CC(=C1)CN1C(N(C(C1(C)C)=O)C1=CC=C2C(CN(C2=C1)C)(C)C)=O